CC1=CC(=NC=C1)[Sn](C)(C)C 4-methyl-2-(trimethylstannyl)pyridine